(2S)-2-amino-4-(benzylamino)-4-oxobutanecarboxylic acid N[C@H](CC(=O)O)CC(=O)NCC1=CC=CC=C1